(S)-2-fluoro-4-(6-(4-methyl-3,4-dihydro-2H-benzo[b][1,4]oxazin-7-yl)-3-((1-methylpyrrolidin-3-yl)methyl)-3H-imidazo[4,5-c]pyridin-7-yl)benzonitrile FC1=C(C#N)C=CC(=C1)C=1C2=C(C=NC1C=1C=CC3=C(OCCN3C)C1)N(C=N2)C[C@@H]2CN(CC2)C